3,4-dihydroxycinnamamide OC=1C=C(C=CC(=O)N)C=CC1O